BrC1=NN(C(=C1)C(N(C)C1=C(C=C(C=C1C(NN(CC)CC)=S)Cl)Cl)=S)C1=NC=CC=C1Cl 3-bromo-1-(3-chloropyridin-2-yl)-N-(2,4-dichloro-6-(diethylaminothiocarbamoyl)phenyl)-N-methyl-1H-pyrazole-5-carbothioamide